2-propen-1-ylamine sulfuric acid salt S(O)(O)(=O)=O.C(C=C)N